tert-butyl (R)-2-(((R)-(3-(2-((6-fluoro-2-methylpyridin-3-yl)oxy)-4-methyl-5-(trifluoromethyl)nicotinamido)phenyl)(methyl)(oxo)-λ6-sulfaneylidene)carbamoyl)pyrrolidine-1-carboxylate FC1=CC=C(C(=N1)C)OC1=C(C(=O)NC=2C=C(C=CC2)[S@](=O)(C)=NC(=O)[C@@H]2N(CCC2)C(=O)OC(C)(C)C)C(=C(C=N1)C(F)(F)F)C